BrC=1C=C(C=NC1)C[C@@H](C(=O)O)NC(=O)OCC1C2=CC=CC=C2C=2C=CC=CC12 (2S)-3-(5-bromopyridin-3-yl)-2-[9H-fluoren-9-ylmethoxycarbonylamino]propionic acid